2-(phenyl-d5)-9H-carbazole C1(=C(C(=C(C(=C1[2H])[2H])[2H])[2H])[2H])C1=CC=2NC3=CC=CC=C3C2C=C1